8-Fluoro-7-(8-fluoro-3-(methoxymethoxy)naphthalen-1-yl)-2-(((2R,7aS)-2-fluorotetrahydro-1H-pyrrolizin-7a(5H)-yl)methoxy)-4-(1H-pyrrol-3-yl)quinoline-3-carbonitrile FC=1C(=CC=C2C(=C(C(=NC12)OC[C@]12CCCN2C[C@@H](C1)F)C#N)C1=CNC=C1)C1=CC(=CC2=CC=CC(=C12)F)OCOC